N-(5-aminopentyl)-2-(2-(1-methyl-1H-imidazol-5-yl)quinolin-4-yl)-1-(2-oxo-1,2,3,4-tetrahydroquinolin-6-yl)-1H-benzo[d]Imidazole-5-carboxamide hydrochloride Cl.NCCCCCNC(=O)C1=CC2=C(N(C(=N2)C2=CC(=NC3=CC=CC=C23)C2=CN=CN2C)C=2C=C3CCC(NC3=CC2)=O)C=C1